tert-butyl ((R)-1-(7-((S*)-1-((3-amino-2,2-difluoropropyl)amino)-2-methoxyethyl)imidazo[1,2-b]pyridazin-2-yl)-2-((1,1,1-trifluoro-2-methylpropan-2-yl)oxy)ethyl)carbamate NCC(CN[C@H](COC)C1=CC=2N(N=C1)C=C(N2)[C@H](COC(C(F)(F)F)(C)C)NC(OC(C)(C)C)=O)(F)F |o1:5|